(S)-tert-Butyl (5-(2-(but-2-ynamido)propoxy)-6-(3-(N-(tert-butoxycarbonyl)-4-cyclopropylbenzamido)-5-fluoro-2-methylphenyl)pyrimidin-4-yl)(tert-butoxycarbonyl)carbamate C(C#CC)(=O)N[C@H](COC=1C(=NC=NC1C1=C(C(=CC(=C1)F)N(C(C1=CC=C(C=C1)C1CC1)=O)C(=O)OC(C)(C)C)C)N(C(OC(C)(C)C)=O)C(=O)OC(C)(C)C)C